OC=1C=C(C=CC1O)CCC(=O)NC[C@H]1CN(C(O1)=O)C1=CC(=C(C=C1)N1CCOCC1)F (S)-3-(3,4-dihydroxyphenyl)-N-((3-(3-fluoro-4-morpholinophenyl)-2-oxooxazolidin-5-yl)methyl)propanamide